C(C)(=O)N1CCC(CC1)NCC=1C=CC(=NC1OC)C1=C(C(=NC=C1)C=1C(=C(C=CC1)NC(=O)C1=CC(=C(C=N1)CN1CCC(CC1)C(=O)O)OC)Cl)Cl 1-((6-((3-(5-(((1-acetylpiperidin-4-yl)amino)methyl)-3'-chloro-6-methoxy-[2,4'-bipyridin]-2'-yl)-2-chlorophenyl)carbamoyl)-4-methoxypyridin-3-yl)methyl)piperidine-4-carboxylic acid